N-(2-(1-((5-(2,4-dioxotetrahydropyrimidin-1(2H)-yl)pyrazin-2-yl)methyl)piperidin-4-yl)-5-(2-hydroxypropan-2-yl)benzo[d]thiazol-6-yl)-6-(trifluoromethyl)nicotinamide O=C1N(CCC(N1)=O)C=1N=CC(=NC1)CN1CCC(CC1)C=1SC2=C(N1)C=C(C(=C2)NC(C2=CN=C(C=C2)C(F)(F)F)=O)C(C)(C)O